O=C1NC(CCC1NC1=CC(=C(C=C1)N1CCNCC1)F)=O 4-{4-[(2,6-dioxopiperidin-3-yl)amino]-2-fluorophenyl}piperazine